FC(C1=NN=C(O1)C=1C=CC(=NC1)CN(C(=O)C1(CN(C1)C1CN(C1)C1COCC1)F)C1=CC(=CC=C1)F)F N-((5-(5-(difluoromethyl)-1,3,4-oxadiazol-2-yl)pyridin-2-yl)methyl)-3-fluoro-N-(3-fluorophenyl)-1'-(tetrahydrofuran-3-yl)-[1,3'-biazetidine]-3-carboxamide